trans-3-[[(5s,7s)-7-fluoro-5-phenyl-6,7-dihydro-5H-pyrrolo[1,2-b][1,2,4]triazol-2-yl]thio]cyclobutanol F[C@H]1C[C@H](N2N=C(N=C21)S[C@@H]2C[C@H](C2)O)C2=CC=CC=C2